C[C@H]1C[C@@H](N(CC1)C([C@@H](NS(=O)(=O)C=1C=CC=C2CC(CNC12)C)CCCNC(N)=N)=O)C(=O)O (2R,4R)-4-methyl-1-[N-[(3-methyl-1,2,3,4-tetrahydro-8-quinolyl)sulfonyl]-L-arginyl]-2-piperidinecarboxylic acid